NC1=NC=CC=C1OC[C@H](NC(=O)OC(C)(C)C)C(=O)O O-(2-aminopyridin-3-yl)-N-(tert-butoxycarbonyl)-L-serine